Benzyl (3-methoxy-4-nitrophenyl) sulfide COC=1C=C(C=CC1[N+](=O)[O-])SCC1=CC=CC=C1